CC(C)N(CCC(C1=CC=CC=C1)C1=C(C=CC(=C1)C)O)C(C)C 2-[3-[bis(1-methylethyl)amino]-1-phenylpropyl]-4-methylphenol